tert-butyl 4-(6-(2,8-dimethylimidazo[1,2-b]pyridazin-6-yl)-1-oxo-2,7-naphthyridin-2(1H)-yl)piperidine-1-carboxylate CC=1N=C2N(N=C(C=C2C)C=2C=C3C=CN(C(C3=CN2)=O)C2CCN(CC2)C(=O)OC(C)(C)C)C1